Cl.C(C([2H])([2H])[2H])(C1=NN2C(C=C(C(=C2)F)N2CCNCC2)=C1N(C=1SC(=C(N1)C1=CC=C(C=C1)F)C#N)C)([2H])[2H] 2-((2-(ethyl-d5)-6-fluoro-5-(piperazin-1-yl)pyrazolo[1,5-a]pyridin-3-yl)(methyl)amino)-4-(4-fluorophenyl)thiazole-5-carbonitrile hydrochloride